(2R,3R,5R)-5-(6-((3-ethynylphenyl)amino)-9H-purin-9-yl)-4,4-difluoro-2-(hydroxymethyl)tetrahydrofuran-3-ol C(#C)C=1C=C(C=CC1)NC1=C2N=CN(C2=NC=N1)[C@H]1C([C@@H]([C@H](O1)CO)O)(F)F